ethyl (R,E)-4-(dimethylamino)pent-2-enoate CN([C@@H](/C=C/C(=O)OCC)C)C